N-(5-chloro-2-methoxyphenyl)-N'-(1-ethyl-3,5-dimethyl-1H-pyrazol-4-yl)thiourea ClC=1C=CC(=C(C1)NC(=S)NC=1C(=NN(C1C)CC)C)OC